COC1=CC=C(C(=O)N[C@H]2C[C@H](CCC2)NC2=CC(=NC3=C(C=CC=C23)C(=O)OC)C(F)(F)F)C=C1 methyl 4-[[(1S,3R)-3-[(4-methoxybenzoyl)amino]cyclohexyl]amino]-2-(trifluoromethyl)quinoline-8-carboxylate